ClC1=C(C=2N(C=C1)C=CN2)I 7-chloro-8-iodoimidazolo[1,2-a]pyridine